O=C([C@](O)([C@@](O)([C@H](O)[C@H](O)C(=O)O)[2H])[2H])[2H] glucuronic acid-d3